OC1=CC=CC=2OC3=CC=CC=C3C(C12)=O 1-hydroxy-9-oxo-9H-xanthene